Cl.O.N1CCC(CC1)=O piperidin-4-one hydrate hydrochloride